O=C([C@H](O)[C@H](O)[C@@H](O)[C@H](O)C(=O)O)O gularic acid